BrC1=C(C(=CC=C1)I)Cl 1-bromo-2-chloro-3-iodobenzene